6-(5-(((1S,3S,4S,5R)-4-fluoro-1-methyl-8-azabicyclo[3.2.1]oct-3-yl)oxy)pyrazin-2-yl)isoquinolin-7-ol F[C@@H]1[C@H](C[C@@]2(CC[C@H]1N2)C)OC=2N=CC(=NC2)C=2C=C1C=CN=CC1=CC2O